COC1=C(CNC=2N=C(C3=C(N2)C=C(C=N3)C3=CC(NC=C3)=O)NC(CO)(CCCC)C)C=CC(=C1)OC 4-(2-((2,4-dimethoxybenzyl)amino)-4-((1-hydroxy-2-methylhexan-2-yl)amino)pyrido[3,2-d]pyrimidin-7-yl)pyridin-2(1H)-one